(3R)-1-(6-{[6-(2-methylphenyl)-5-(trifluoromethyl)pyridin-2-yl]Sulfamoyl}pyridin-2-yl)pyrrolidine-3-carboxylic acid CC1=C(C=CC=C1)C1=C(C=CC(=N1)NS(=O)(=O)C1=CC=CC(=N1)N1C[C@@H](CC1)C(=O)O)C(F)(F)F